C(C)(C)(C)[SiH2]N t-butylsilaneamine